N-[3-Fluoro-4-({6-(methyloxy)-7-[(3-piperazin-1-ylpropyl)oxy]chinolin-4-yl}oxy)phenyl]-N'-(4-fluorophenyl)cyclopropan-1,1-dicarboxamid FC=1C=C(C=CC1OC1=CC=NC2=CC(=C(C=C12)OC)OCCCN1CCNCC1)NC(=O)C1(CC1)C(=O)NC1=CC=C(C=C1)F